C(C=C)SC1=CC=CC2=C1C(NC1=C(O2)C=CC=C1)=O (allylthio)dibenzo[b,f][1,4]oxazepin-11(10H)-one